N-(4-(4-(6-(4,4-Difluoropiperidin-1-yl)-4-methylpyridin-2-yl)oxazol-2-yl)-3-(6-azaspiro[2.5]octan-6-yl)phenyl)-2-hydroxyethane-1-sulfonamide FC1(CCN(CC1)C1=CC(=CC(=N1)C=1N=C(OC1)C1=C(C=C(C=C1)NS(=O)(=O)CCO)N1CCC2(CC2)CC1)C)F